N1-(4-(1-cyclopropyl-1H-indol-3-yl)pyrimidin-2-yl)-2-(difluoromethoxy)-N4-(2-(dimethylamino)ethyl)-N4-methyl-5-nitrobenzene-1,4-diamine C1(CC1)N1C=C(C2=CC=CC=C12)C1=NC(=NC=C1)NC1=C(C=C(C(=C1)[N+](=O)[O-])N(C)CCN(C)C)OC(F)F